BrC1=C(C2=C(C(N3[C@@H](CO2)CNCC3)=O)C=C1O)F (12aR)-9-bromo-10-fluoro-8-hydroxy-1,2,3,4,12,12a-hexahydro-6H-pyrazino[2,1-c][1,4]benzooxazepin-6-one